(±)-N-(3-chloro-4-(trifluoromethyl)phenyl)-2-oxo-3,5,6,7,8,9-hexahydro-2H-5,8-epimino-cyclohepta[d]pyrimidine-10-carboxamide ClC=1C=C(C=CC1C(F)(F)F)NC(=O)N1C2CCC1CC1=NC(NC=C12)=O